methyl 5-((4-formyl-6-methoxypyridin-3-yloxy)methyl)nicotinate C(=O)C1=C(C=NC(=C1)OC)OCC=1C=NC=C(C(=O)OC)C1